[Si]=O.[Pd] palladium-silicon oxide